(E)-trifluoroacetyl-4-trifluoromethylphenethylamine FC(C(=O)NCCC1=CC=C(C=C1)C(F)(F)F)(F)F